C(OC)(OC1=CC(=CC=C1OC)C(C=1C=C(C(=CC1)OC)OC(OC)=O)C1=CC=CC=C1)=O Dimethyl (phenylmethylene)bis(6-methoxy-3,1-phenylene) biscarbonate